triethoxy(2-{7-oxabicyclo[4.1.0]heptan-3-yl}ethyl)silane C(C)O[Si](CCC1CC2OC2CC1)(OCC)OCC